5-(2-fluorophenyl)-4-methoxy-1-((6-methoxypyridin-3-yl)sulfonyl)-1H-pyrrole FC1=C(C=CC=C1)C1=C(C=CN1S(=O)(=O)C=1C=NC(=CC1)OC)OC